N,N-dimethyl-N,N-dineopentylammonium fluoride [F-].C[N+](CC(C)(C)C)(CC(C)(C)C)C